C(C1=CC=CC=C1)OC1=CC=C(C=C1)NC1=C(C=NC(=C1)Cl)N N4-(4-(Benzyloxy)phenyl)-6-chloropyridine-3,4-diamine